FC1CC(N(C1)C(CN1C(OC(=N1)C)=O)=O)C(=O)NC(C1=CC=C(C=C1)C(C)C)C1=CC=CC=C1 4-fluoro-1-[2-(5-methyl-2-oxo-2,3-dihydro-1,3,4-oxadiazol-3-yl)acetyl]-N-{phenyl[4-(propan-2-yl)phenyl]methyl}pyrrolidine-2-carboxamide